Cl.CC1(CC1)N 1-Methylcyclopropanamine hydrochloride